CN(C1=CC=C2C(=N1)N(C(=N2)C2=CC=CC=C2)C2=CC1=C(NCS1)C=C2)C 6-[5-(Dimethylamino)-2-phenyl-imidazo[4,5-b]pyridin-3-yl]-3H-1,3-benzothiazol